ClC1=C(C=CC=C1)C(C(=O)NC1CCC(CC1)(F)F)N(C(=O)[C@H]1NC(CC1)=O)C1=CC(=CC=C1)F (S)-N-(1-(2-chlorophenyl)-2-((4,4-difluorocyclohexyl)amino)-2-oxoethyl)-N-(3-fluorophenyl)-5-oxopyrrolidine-2-carboxamide